FC1=C(C=CC(=C1)Cl)C1=NOC(=C1)CO[C@@H]([C@@](CN1N=CN=C1)(O)C1=C(C=C(C=C1)F)F)C (2R,3R)-3-((3-(2-fluoro-4-chlorophenyl)isoxazol-5-yl)-methoxy)-2-(2,4-difluorophenyl)-1-(1H-1,2,4-triazol-1-yl)butan-2-ol